FC(C=1C=C(O[C@H]2CN(CC2)C2(CCOCC2)C(=O)NCC2CCC(CC2)C(=O)OC)C=CC1)(F)F Methyl (1R,4R)-4-((4-((R)-3-(3-(trifluoromethyl)phenoxy)pyrrolidin-1-yl)tetrahydro-2H-pyran-4-carboxamido)methyl)cyclohexane-1-carboxylate